N-[5-[4-[[[3-(2-Isopropylphenyl)-4-oxo-thiazolidin-2-ylidene]hydrazono]methyl]phenyl]-2-methyl-pyrazol-3-yl]-4-(trifluoromethyl)cyclohexanecarboxamide C(C)(C)C1=C(C=CC=C1)N1C(SCC1=O)=NN=CC1=CC=C(C=C1)C=1C=C(N(N1)C)NC(=O)C1CCC(CC1)C(F)(F)F